β-D-fucopyranose O[C@H]1[C@H](O)[C@@H](O)[C@@H](O)[C@H](O1)C